[Cl-].CO[Si](OC)(OC)CCC[N+](OC)(OC)OC N-trimethoxysilylpropyl-N,N,N-trimethoxyammonium chloride